Anilinesulfonyl fluoride N(C1=CC=CC=C1)S(=O)(=O)F